(Z)-Ethyl (3-(cyclohexylmethyl)-4-methylthiazol-2(3H)-ylidene)carbamate C1(CCCCC1)CN1/C(/SC=C1C)=N/C(OCC)=O